COC1=C(C=CC(=C1)N1CCOCC1)NC1=NC(=C2C(=N1)NN=C2C2=CN=CO2)NC2CCOCC2 N6-(2-methoxy-4-morpholinophenyl)-3-(oxazol-5-yl)-N4-(tetrahydro-2H-pyran-4-yl)-1H-pyrazolo[3,4-d]pyrimidine-4,6-diamine